C1(=CC=C(C=C1)C1=NC(=NN1C)CC1=CC2=C(C3(OCC2)CCNCC3)S1)C1=CC=CC=C1 ((5-([1,1'-biphenyl]-4-yl)-1-methyl-1H-1,2,4-triazol-3-yl)methyl)-4',5'-dihydrospiro[piperidine-4,7'-thieno[2,3-c]pyran]